2-(4-chlorophenyl)-3-(4-chlorophenyl)-4-fluoro-3-((1-(hydroxymethyl)cyclopropyl)methoxy)-6-(prop-1-en-2-yl)isoindolin-1-one ClC1=CC=C(C=C1)N1C(C2=CC(=CC(=C2C1(OCC1(CC1)CO)C1=CC=C(C=C1)Cl)F)C(=C)C)=O